p-acetoxybenzonitrile C(C)(=O)OC1=CC=C(C#N)C=C1